ClC1=CC(=CC(=N1)NC(C#N)CC)C1=C(C=CC(=C1)C(F)(F)F)C1=NN=CN1C (6-chloro-4-[2-(4-methyl-1,2,4-triazol-3-yl)-5-(trifluoromethyl)phenyl]pyridin-2-ylamino)butanenitrile